BrC=1N=C(N2N=C(N=C(C21)C2=CC=NN2C)N2[C@@H](COCC2)C)C2=CC=NN2 (R)-4-(5-bromo-4-(1-methyl-1H-pyrazol-5-yl)-7-(1H-pyrazol-5-yl)imidazo[5,1-f][1,2,4]triazin-2-yl)-3-methylmorpholine